2,2-bis(trifluoro-methyl)-1,3-oxazinan-6-one FC(C1(OC(CCN1)=O)C(F)(F)F)(F)F